4-(3-((5-(5-(difluoromethyl)-1,3,4-oxadiazol-2-yl)pyridin-2-yl)methyl)-2-oxo-2,3-dihydro-1H-imidazo[4,5-b]pyridin-1-yl)piperidine-1-carboxylic acid tert-butyl ester C(C)(C)(C)OC(=O)N1CCC(CC1)N1C(N(C2=NC=CC=C21)CC2=NC=C(C=C2)C=2OC(=NN2)C(F)F)=O